FC=1C=CC(=NC1)N1CC(CC1)C1=C(C=O)C=C(C=C1)OC 2-(1-(5-fluoropyridyl)pyrrolidin-3-yl)-5-methoxybenzaldehyde